1-((trans)-4-(4-ethylpiperazin-1-yl)cyclohexyl)-3-(2-fluoro-4-phenoxyphenyl)-1H-pyrazolo[3,4-d]pyrimidin-4-amine C(C)N1CCN(CC1)[C@@H]1CC[C@H](CC1)N1N=C(C=2C1=NC=NC2N)C2=C(C=C(C=C2)OC2=CC=CC=C2)F